(2-(4-pyridyl)ethyl)-2,3,4,9-tetrahydro-1H-carbazol-1-amine N1=CC=C(C=C1)CCC1(CCCC=2C3=CC=CC=C3NC12)N